CC=1C(=C2C=NN(C2=CC1)C1OCCCC1)NC(=O)C1=CN=C(S1)NC1=NN(C=C1)CC(=O)O 2-[3-[[5-[(5-methyl-1-tetrahydropyran-2-yl-indazol-4-yl)carbamoyl]thiazol-2-yl]amino]pyrazol-1-yl]acetic acid